N1=C(C=CC=C1)C=1NC2=CC=CC=C2C1 2-(pyridin-2-yl)-1H-indole